ClC=1N=C(C2=C(N1)N(C=C2)[C@H]2[C@@H]([C@@H]([C@H](O2)COCP(O)(O)=O)O)O)NCC2=C(C=CC=C2)Cl ((((2R,3S,4R,5R)-5-(2-chloro-4-((2-chlorobenzyl)amino)-7H-pyrrolo[2,3-d]pyrimidin-7-yl)-3,4-dihydroxytetrahydrofuran-2-yl)methoxy)methyl)phosphonic acid